C(CC)N1N=CC(N(C1=O)CCC)=O 2,N4-dipropyl-1,2,4-triazine-3,5(2H,4H)-dione